1-(2-(3-benzyloxy-4-methoxyphenyl)-2-oxoethyl)-2,6-dimethylpyridin-4(1H)-one C(C1=CC=CC=C1)OC=1C=C(C=CC1OC)C(CN1C(=CC(C=C1C)=O)C)=O